N=1C=NN2C1C=C(C=C2)OC2=C(C=C(C=C2)NC2=NC=NN1C2=C(C=C1)C1C(CN(CC1)C(=O)OC(C)(C)C)(F)F)C tert-butyl 4-(4-((4-([1,2,4]triazolo[1,5-a]pyridin-7-yloxy)-3-methylphenyl)amino)pyrrolo[2,1-f][1,2,4]triazin-5-yl)-3,3-difluoropiperidine-1-carboxylate